oxonium monopersulfate S(=O)(=O)([O-])OOS(=O)(=O)[O-].[OH3+].[OH3+]